N1=C2C(=CC=C1B(O)O)CCC2 6,7-DIHYDRO-5H-CYCLOPENTA[B]PYRIDINE-2-BORONIC ACID